(E)-2-(6-(2-(3-methylbenzylidene)hydrazinyl)-2-morpholino-9H-purin-9-yl)-1-(m-tolyl)ethan-1-one CC=1C=C(\C=N\NC2=C3N=CN(C3=NC(=N2)N2CCOCC2)CC(=O)C=2C=C(C=CC2)C)C=CC1